methyl 4-(methyl((3R,4R)-4-methyl-1-(pyrrolidine-1-carbonyl)piperidin-3-yl)amino)-1H-pyrrolo[2,3-b]pyridine-5-carboxylate CN(C1=C2C(=NC=C1C(=O)OC)NC=C2)[C@H]2CN(CC[C@H]2C)C(=O)N2CCCC2